(R)-N-(2-fluoro-5-((6-methylpyridin-3-yl)oxy)benzylidene)-2-methylpropan-2-sulfinamide FC1=C(C=N[S@](=O)C(C)(C)C)C=C(C=C1)OC=1C=NC(=CC1)C